COC(=O)[C@@H]1N(CCC(C1)=O)C(=O)OCC1=CC=CC=C1 (R)-4-oxopiperidine-1,2-dicarboxylic acid 1-benzyl 2-methyl ester